CC1=CC(=CN2C1=NC=C(C2=O)C2=CC(=CC=C2)C2(CC(C2)C)C2=NN=CN2C)C2CNCCC2 9-methyl-3-(3-(3-methyl-1-(4-methyl-4H-1,2,4-triazol-3-yl)cyclobutyl)phenyl)-7-(piperidin-3-yl)-4H-pyrido[1,2-a]pyrimidin-4-one